FC(C)(F)C1=NC=CC(=C1)OC1CC(C1)OC 2-(1,1-difluoroethyl)-4-((1s,3s)-3-methoxycyclobutoxy)pyridine